NC1=CC=CC(=N1)S(=O)(=O)NC(=O)C=1C(=NC(=CC1)C1=CC(=CC(=C1)F)OCC)N1[C@@H](CC[C@@H]1C)C N-[(6-Amino-2-pyridyl)sulfonyl]-2-[(2R,5S)-2,5-dimethylpyrrolidin-1-yl]-6-(3-ethoxy-5-fluorophenyl)pyridin-3-carboxamid